bromo-2-(2-methoxyvinyl)-1-methyl-benzene BrC=1C(=C(C=CC1)C)C=COC